5-(2-(3,4-Dimethoxyphenyl)pyridin-3-yl)-1H-indazole COC=1C=C(C=CC1OC)C1=NC=CC=C1C=1C=C2C=NNC2=CC1